1-(6-Aminopyrazin-2-yl)hexahydropyrrolo[3,4-b]pyrrole-5(1H)-carboxylic acid tert-butyl ester C(C)(C)(C)OC(=O)N1CC2N(CCC2C1)C1=NC(=CN=C1)N